NC1=C2C(=C3C(=N1)C=C(N3)C(=O)N(CC3=NC=C(C=C3F)C3CC3)C3CCCC3)COC2 5-amino-N-cyclopentyl-N-((5-cyclopropyl-3-fluoropyridin-2-yl)methyl)-6,8-dihydro-1H-furo[3,4-d]pyrrolo[3,2-b]pyridine-2-carboxamide